COC1=C(C=C(C=C1)C=1C=CC=C2C=NC(=NC12)NC1=CC(=CC=C1)N1CCN(CC1)C)C 8-(4-methoxy-3-methylphenyl)-N-(3-(4-methylpiperazin-1-yl)phenyl)quinazolin-2-amine